C(C1=CC(=C(C(=C1)CO)O)C)C1=CC(=C(C(=C1)CO)O)C 4,4'-methylenebis(2-methyl-6-hydroxymethylphenol)